methyl 5-amino-4-cyclopropoxy-2-methylbenzoate NC=1C(=CC(=C(C(=O)OC)C1)C)OC1CC1